diphenylmethane β-naphthalenesulfonate C1=C(C=CC2=CC=CC=C12)S(=O)(=O)O.C1(=CC=CC=C1)CC1=CC=CC=C1